N-(6-(1-cyclobutylpiperidine-4-carbonyl)pyridin-2-yl)-4-chloro-2-fluorobenzamide C1(CCC1)N1CCC(CC1)C(=O)C1=CC=CC(=N1)NC(C1=C(C=C(C=C1)Cl)F)=O